acryloyloxynonadecyltrichlorosilane C(C=C)(=O)OCCCCCCCCCCCCCCCCCCC[Si](Cl)(Cl)Cl